N[C@@H](CCC(=O)NCC(=O)O)C(=O)O γ-glutamylglycine